CN1[C@@H](CCC1)COC=1N=C(C2=C(N1)CN(CC2)CC2=CC=CC=C2)N2CCN(CC2)C(=O)OC(C)(C)C 1,1-di(methyl)ethyl 4-[2-[[(1S,2S)-1-methylpyrrolidin-2-yl]methoxy]-7-(phenylmethyl)-6,8-dihydro-5H-pyrido[3,4-d]pyrimidin-4-yl]piperazine-1-carboxylate